ClC=1C=C(C=CC1)NC=1C(N(C(C1)=O)C1C(NC(CC1)=O)=O)=O 3-(3-((3-chlorophenyl)amino)-2,5-dioxo-2,5-dihydro-1H-pyrrol-1-yl)piperidine-2,6-dione